C[14CH2]O ethanol-1-14C